3-(4-Isopropoxymethylbenzyl)-1-(2,4-difluorobenzyl)-1-(1-methylpiperidin-4-yl)urea C(C)(C)OCC1=CC=C(CNC(N(C2CCN(CC2)C)CC2=C(C=C(C=C2)F)F)=O)C=C1